4-(4-(3-azidoprop-1-ynyl)-2-methylphenyl)-1-((tetrahydro-2H-pyran-2-yl)methyl)-1H-1,2,3-triazole N(=[N+]=[N-])CC#CC1=CC(=C(C=C1)C=1N=NN(C1)CC1OCCCC1)C